4-(3-bromo-1-(pyridin-4-ylmethyl)-1H-pyrrolo[2,3-b]pyridine-6-carbonyl)-3,3-dimethylpiperazin-2-one BrC1=CN(C2=NC(=CC=C21)C(=O)N2C(C(NCC2)=O)(C)C)CC2=CC=NC=C2